C(C1=CC=CC=C1)OC1=CC=C2C(C(OCC2=C1)C1=CC(=CC=C1)OC(F)(F)F)C1=CC=C(C=C1)N1CCC(CC1)C(OC)OC 1-(4-(7-(benzyloxy)-3-(3-(trifluoromethoxy)phenyl)isochroman-4-yl)phenyl)-4-(dimethoxymethyl)piperidine